C(CCCCCCCCC)C(COC(CCSCC(C(=O)OC(CCCCCCCC)CCCCCCCC)CC(=O)NCCCN1CCOCC1)=O)CCCCCCCCCCCC heptadecane-9-yl 2-(((3-((2-decyltetradecyl)oxy)-3-oxopropyl)thio)methyl)-4-((3-morpholinopropyl)amino)-4-oxobutanoate